phenyl-[(S)-1,1-spirobiindan-7,7-diyl] phosphite P1(OC2(CC=CC=3CC([C@@]4(C23)CCC2=CC=CC=C24)C2=CC=CC=C2)O1)[O-]